CC=1CC(C(C(C1)C)C)C=O 3,5,6-Trimethyl-3-cyclohexencarboxaldehyd